BrC=1N=C(C(=NC1)N(C(OC(C)(C)C)=O)C1=CC=C(C=C1)C(F)(F)F)C#N tert-butyl N-(5-bromo-3-cyano-pyrazin-2-yl)-N-[4-(trifluoromethyl)phenyl]carbamate